C(C=C)(=O)OCCCCCCOC1=CC=C(C=C1)C#CC1=CC=C(C(=O)OC2=C(C(=O)OCCCC)C=C(C=C2)OC(C2=CC=C(C=C2)C#CC2=CC=C(C=C2)OCCCCCCOC(C=C)=O)=O)C=C1 butyl 2,5-bis[[4-[2-[4-(6-prop-2-enoyloxyhexoxy)phenyl]-ethynyl]benzoyl]oxy]benzoate